C(#N)C1(CC1)CC1=C(C=CC=C1)NC1=NC(=NC=C1C(=O)N)NC1=C(C=C2CCN(CC2=C1)C)OC 4-({2-[(1-cyanocyclopropyl)methyl]phenyl}amino)-2-[(6-methoxy-2-methyl-1,2,3,4-tetrahydroisoquinolin-7-yl)amino]pyrimidine-5-carboxamide